C(C1=CC=C(C=C1)C(C(C)(C)O)=O)C1=CC=C(C=C1)C(C(C)(O)C)=O 1'-(methylenebis(4,1-phenylene))bis(2-hydroxy-2-methylpropan-1-one)